tert-butyl 4-(4-isopropyl-3-methyl-5-(8-methyl-[1,2,4]triazolo[1,5-a]pyridin-6-yl)-6H-thieno[2,3-b]pyrrol-2-yl)piperidine-1-carboxylate C(C)(C)C=1C2=C(NC1C=1C=C(C=3N(C1)N=CN3)C)SC(=C2C)C2CCN(CC2)C(=O)OC(C)(C)C